6,7-dimethoxy-2-methyl-N-[(1R)-1-(2'-phenoxybiphenyl-3-yl)ethyl]quinazolin-4-amine COC=1C=C2C(=NC(=NC2=CC1OC)C)N[C@H](C)C=1C=C(C=CC1)C1=C(C=CC=C1)OC1=CC=CC=C1